1-nitro-4-nitrobenzene [N+](=O)([O-])C1=CC=C(C=C1)[N+](=O)[O-]